C(C)NC(=O)C=1C(=NC=C(C1)OC[C@H](C)NS(=O)(=O)C(F)(F)F)C N-ethyl-2-methyl-5-[(2S)-2-(trifluoromethylsulfonylamino)propoxy]pyridine-3-carboxamide